O[C@H](CC(=O)O[C@@H](C[C@@H](CC(=O)O)O)[C@H](CC)C)C[C@@H]([C@H](CC)C)O (3S,5S,6S)-5-((3S,5S,6S)-3,5-dihydroxy-6-methyloctanoyloxy)-3-hydroxy-6-methyloctanoic acid